CNS(=O)(=O)C1=CC(=C(C=C1)NC1=NC=C(C=C1)C(F)(F)F)C=C N-methyl-4-[[5-(trifluoromethyl)-2-pyridyl]amino]-3-vinyl-benzenesulfonamide